C1=CC=CC=2C3=CC=CC=C3C(C12)COC(=O)NCCCCCC(=O)NCCCC(=O)NC1=C2CN(CC2=CC=C1)[C@H](C(=O)O)C1=CC=CC=C1 (S)-2-(4-(4-(6-((((9H-fluoren-9-yl)methoxy)carbonyl)amino)hexanamido)butanamido)isoindolin-2-yl)-2-phenylacetic acid